3-azaspiro[4.5]decane C1CNCC12CCCCC2